Tert-butyl 3-[6-(methoxycarbonyl)-1H-pyrrolo[2,3-b]pyridin-3-yl]-5,6-dihydro-2H-pyridine-1-carboxylate COC(=O)C1=CC=C2C(=N1)NC=C2C=2CN(CCC2)C(=O)OC(C)(C)C